C(C)(C)C1CCC(=CC12C=CC(O2)C)C 10-isopropyl-2,7-dimethyl-1-oxaspiro[4.5]dec-3,6-dien